OC=1C=C(C(=CC1O)C)CCC=C(C(=O)N)C 2-(3,4-dihydroxy-6-methyl-phenyl)ethyl-methacrylamide